3-[4-[4-[[4-(5-amino-6-methoxy-indazol-2-yl)cyclohexyl]methyl-methyl-amino]-1-piperidyl]-3-methyl-2-oxobenzimidazol-1-yl]piperidine-2,6-dione NC1=CC2=CN(N=C2C=C1OC)C1CCC(CC1)CN(C1CCN(CC1)C1=CC=CC=2N(C(N(C21)C)=O)C2C(NC(CC2)=O)=O)C